N1=C(C=CC=C1)C(=O)NC1=CC=C(C=C1)CCC(=O)N 3-[(4-pyridine-2-carboxamido)phenyl]propionamide